1,4-cyclohexenedimethanol C1(=CCC(CC1)CO)CO